2-(propionylamino)benzoic acid C(CC)(=O)NC1=C(C(=O)O)C=CC=C1